C1(CC1)C1=NC=NC(=C1C1=NN2C(C(=N1)NCC1=CC3=C(C=4N(CCOC3)C=C(N4)C(F)(F)F)C=C1)=NC=C2)OC 2-(4-cyclopropyl-6-methoxypyrimidin-5-yl)-N-((2-(trifluoromethyl)-5,6-dihydro-8H-benzo[f]imidazo[1,2-d][1,4]oxazocin-10-yl)methyl)imidazo[2,1-f][1,2,4]triazin-4-amine